CC1=NC=CC=C1CN (2-methylpyridin-3-yl)methanamine